ClC=1C(=NC=CN1)CNC(=O)N1C[C@@H](C[C@H](C1)NC1=NC=C(C=N1)C(F)(F)F)F (3R,5R)-N-((3-Chloropyrazin-2-yl)methyl)-3-fluoro-5-((5-(trifluoromethyl)pyrimidin-2-yl)amino)piperidine-1-carboxamide